C(N)(=O)C=1C(=NC(=C(N1)C1CC1)NC1CCOCC1)NC=1C=C(OCCCNC(OC(C)(C)C)=O)C=CC1 tert-butyl N-[3-[3-[[3-carbamoyl-5-cyclopropyl-6-(tetrahydropyran-4-ylamino)pyrazin-2-yl]amino]phenoxy]propyl]carbamate